FC(OC1=C(C=C(C=C1)OC=1C=NN(C1)CC1(CCN(CC1)CC)O)C1=NN(C=C1NC(=O)C=1C=NN2C1N=CC=C2)C)F N-[3-[2-(difluoromethoxy)-5-[1-[(1-ethyl-4-hydroxy-4-piperidyl)methyl]pyrazol-4-yl]oxy-phenyl]-1-methyl-pyrazol-4-yl]pyrazolo[1,5-a]pyrimidine-3-carboxamide